4-(phenylsulfanyl)-2-methylaniline C1(=CC=CC=C1)SC1=CC(=C(N)C=C1)C